1-(2,4-dichlorophenyl)-N-(2,4-difluorophenyl)-1,5-dihydro-N-(1-methylethyl)-5-oxo-4H-1,2,4-triazole-4-carboxamide ClC1=C(C=CC(=C1)Cl)N1N=CN(C1=O)C(=O)N(C(C)C)C1=C(C=C(C=C1)F)F